FC(CN1N=CC=2C1=NC(=CN2)N2CCC1(CCC1OC=1C(=NC=CC1)C(F)(F)F)CC2)F 7-[1-(2,2-difluoroethyl)-1H-pyrazolo[3,4-b]pyrazin-6-yl]-1-{[2-(trifluoromethyl)pyridin-3-yl]oxy}-7-azaspiro[3.5]nonane